2-hydroxysuccinimide OC1C(=O)NC(C1)=O